Cl.FC1(CNCC[C@H]1N1CCN(CC1)C1=CC=C(C=C1)NC1C(NC(CC1)=O)=O)F 3-[(4-{4-[(4R)-3,3-difluoropiperidin-4-yl]piperazin-1-yl}phenyl)amino]piperidine-2,6-dione hydrochloride